FC=1C=NC2=C(C(=CC(=C2C1)F)F)C=1C(=NC(=CC1)N)N 3-(3,5,7-Trifluoroquinolin-8-yl)pyridine-2,6-diamine